3-(2-(((1R,3S)-3-aminocyclohexyl)amino)-5-(trifluoromethyl)pyrimidin-4-yl)-1H-indole-7-carbonitrile N[C@@H]1C[C@@H](CCC1)NC1=NC=C(C(=N1)C1=CNC2=C(C=CC=C12)C#N)C(F)(F)F